(1-methylcyclopropyl)-[(2R,5S)-2-methyl-5-(3-thienyl)piperazin-1-yl]methanone CC1(CC1)C(=O)N1[C@@H](CN[C@H](C1)C1=CSC=C1)C